ClC=1SC(=CC1C(=O)NC1CC1)C1=CC(=NO1)C=1N(N=C(C1C(F)(F)F)OC(C(C(F)(F)F)F)(F)F)C 2-chloro-N-cyclopropyl-5-[3-[5-(1,1,2,3,3,3-hexafluoropropoxy)-2-methyl-4-(trifluoromethyl)pyrazol-3-yl]isoxazol-5-yl]thiophene-3-carboxamide